6-chloro-5-(6-(dimethylamino)-2-methoxypyridin-3-yl)-1H-indole-3-carboxylic acid ClC1=C(C=C2C(=CNC2=C1)C(=O)O)C=1C(=NC(=CC1)N(C)C)OC